FC(C1=CC(=NC=C1OCC1CCN(CC1)S(=O)(=O)N(C)C)C(=O)OC)F methyl 4-(difluoromethyl)-5-((1-(N,N-dimethylaminosulfonyl)piperidin-4-yl)methoxy)picolinate